3,5-dimethylhex-5-enal CC(CC=O)CC(=C)C